6-bromo-3-ethyl-2-((R)-1-((S)-5-methyl-1,4-diazepan-1-yl)butyl)quinazolin-4(3H)-one BrC=1C=C2C(N(C(=NC2=CC1)[C@@H](CCC)N1CCN[C@H](CC1)C)CC)=O